FC(C=1C=CC=2N(N1)C(=CN2)C2=CC(=NC=N2)C=2CCN(CC2)C(C)=O)F 1-(4-(6-(6-(difluoromethyl)imidazo[1,2-b]pyridazin-3-yl)pyrimidin-4-yl)-3,6-dihydropyridin-1(2H)-yl)ethan-1-one